[2-(aminomethyl)-3,3-difluoro-allyl]-4-[5-[2-(2,3-dihydro-1H-pyrido[2,3-b][1,4]oxazin-7-yl)ethynyl]-3-methyl-2-pyridinyl]-1,2,4-triazol-3-one bistrifluoroacetate salt FC(C(=O)O)(F)F.FC(C(=O)O)(F)F.NCC(CC=1N(C(NN1)=O)C1=NC=C(C=C1C)C#CC1=CC2=C(OCCN2)N=C1)=C(F)F